3,6-diethoxypyridine-4-one C(C)OC1C=NC(=CC1=O)OCC